(R)-3-(cyclohexylamino)piperidine-1-carboxylic acid tert-butyl ester C(C)(C)(C)OC(=O)N1C[C@@H](CCC1)NC1CCCCC1